CC1=CC=C(C=C1)S(=O)(=O)OCCCCCCC heptyl 4-methylbenzenesulfonate